ClC=1C2=C(C(NC1)=O)N(C(=C2)C(=O)OCC)COCC[Si](C)(C)C ethyl 4-chloro-7-oxo-1-{[2-(trimethylsilyl)ethoxy]methyl}-6,7-dihydro-1H-pyrrolo[2,3-c]pyridine-2-carboxylate